S1C(=NC2=C1C=CC=C2)NC2=C(C1=C(N=N2)N(CCC1)C=1SC(=C(N1)C(=O)O)CCCOC1=C(C=C(C=C1)C#CCN(C)C)F)C 2-(3-(benzo[d]thiazol-2-ylamino)-4-methyl-6,7-dihydropyrido[2,3-c]pyridazin-8(5H)-yl)-5-(3-(4-(3-(dimethylamino)prop-1-yn-1-yl)-2-fluorophenoxy)propyl)thiazole-4-carboxylic acid